6-chloro-N-[5-(difluoromethoxy)-3-methoxypyridin-2-yl]-7-(difluoromethyl)-1H-indole-3-sulphonamide ClC1=CC=C2C(=CNC2=C1C(F)F)S(=O)(=O)NC1=NC=C(C=C1OC)OC(F)F